4-(5-(1,1-difluoroethyl)-2-fluorophenyl)butanoic acid FC(C)(F)C=1C=CC(=C(C1)CCCC(=O)O)F